C(C1=CC=CC=C1)(=O)OC=1C=C(C(=O)OC2=C(C(=CC=C2)O)O)C=C(C1O)O 2,3-dihydroxyphenyl 3-(benzoyloxy)-4,5-dihydroxybenzoate